OC(CN1CCN(CC1)CC(C)O)C bis((2-hydroxy)propyl)piperazine